ethyl 2-(2-chlorophenoxy)-5-hydroxy-1,7-naphthyridine-6-carboxylate ClC1=C(OC2=NC3=CN=C(C(=C3C=C2)O)C(=O)OCC)C=CC=C1